5-[(4-methoxyphenyl)methyl]-1,3-dihydrobenzimidazol COC1=CC=C(C=C1)CC1=CC2=C(NCN2)C=C1